NC=1C(=C(C=C2C=C(N=CC12)NC(OC1CN(C1)C(C)=O)=O)C=1C=NC=2CCCNC2C1C)F 1-Acetylazetidin-3-yl (8-amino-7-fluoro-6-(4-methyl-5,6,7,8-tetrahydro-1,5-naphthyridin-3-yl)isoquinolin-3-yl)carbamate